tert-butyl 7-((5-chloro-7-(4-methylpyridin-3-yl)quinazolin-2-yl)amino)-6-methoxy-3,4-dihydroisoquinoline-2(1H)-carboxylate ClC1=C2C=NC(=NC2=CC(=C1)C=1C=NC=CC1C)NC1=C(C=C2CCN(CC2=C1)C(=O)OC(C)(C)C)OC